4-(1,1-difluoro-6-((5-methoxy-7-methyl-1H-indol-4-yl)methyl)-6-azaspiro[2.5]octan-5-yl)benzoic acid FC1(CC12CC(N(CC2)CC2=C1C=CNC1=C(C=C2OC)C)C2=CC=C(C(=O)O)C=C2)F